(1r,3R,5S,7r)-1-(2'-bromo-5-fluoro-4'-isopropyl-2-(methoxymethoxy)-[1,1'-biphenyl]-3-yl)-3,5-dimethyladamantane BrC1=C(C=CC(=C1)C(C)C)C1=C(C(=CC(=C1)F)C12C[C@]3(C[C@](CC(C1)C3)(C2)C)C)OCOC